BrCCCCCCN1C(C=2C(C1=O)=CC=CC2)=O N-(6-bromohexyl)phthalimide